4,4,5,5-tetramethyl-2-(2-(spiro[cyclohexane-1,9'-fluoren]-2'-yl)phenyl)-1,3,2-dioxaborolane CC1(OB(OC1(C)C)C1=C(C=CC=C1)C1=CC=2C3(C4=CC=CC=C4C2C=C1)CCCCC3)C